5,6-dimethylbenzoxazole CC=1C(=CC2=C(N=CO2)C1)C